5-[(1r,4r)-4-(methylamino)cyclohexyl]1,3,4-thiadiazole CNC1CCC(CC1)C1=NN=CS1